2',3,3'',5'-tetramethoxy-[1,1':4',1''-terphenyl] COC1=C(C=C(C(=C1)C1=CC(=CC=C1)OC)OC)C1=CC(=CC=C1)OC